phenyl-sec-butyl-phenyl-methane C1(=CC=CC=C1)C(C1=CC=CC=C1)C(C)CC